FC1=C(C(=O)O)C=CC(=C1)C1=C(N(C2=CC=CC(=C12)O)C1=CC=C(C=C1)F)C(COC)(C)C 2-fluoro-4-[1-(4-fluorophenyl)-4-hydroxy-2-(2-methoxy-1,1-dimethyl-ethyl)indol-3-yl]Benzoic acid